(3-boronopropyl)-6-oxa-3-azabicyclo[3.2.0]heptane-2-carboxylic acid B(O)(O)CCCC12C(NCC2OC1)C(=O)O